FC=1C=C(C=CC1F)C1=NN=C(O1)C(=O)N1[C@@H](C2=C(CC1)NC=N2)C2=NN1C(C=CC=C1)=C2 (S)-(5-(3,4-difluorophenyl)-1,3,4-oxadiazol-2-yl)(4-(pyrazolo[1,5-a]pyridin-2-yl)-6,7-dihydro-1H-imidazo[4,5-c]pyridin-5(4H)-yl)methanone